F[C@H]1C[C@@H](CNC1)NC1=NC2=C(C=C(C=C2C=N1)C=1C=CC(=NC1)NS(=O)(=O)CC1=CC=CC=C1)C(C)C N-(5-(2-(((3S,5S)-5-fluoropiperidin-3-yl)amino)-8-isopropylquinazolin-6-yl)pyridin-2-yl)-1-phenylmethanesulfonamide